ClC1=C(C=C(OCC(=O)NC23C(CC(CC2)CC3)O)C=C1)F 4-[2-(4-chloro-3-fluorophenoxy)acetamido]-3-hydroxybicyclo[2.2.2]octan